3-(4-Isopropyl-3-methoxyphenyl)cinnoline C(C)(C)C1=C(C=C(C=C1)C=1N=NC2=CC=CC=C2C1)OC